(1-(2-(6-(Trifluoromethyl)imidazo[1,2-a]pyrazin-3-yl)pyrimidin-4-yl)pyrrolidin-2-yl)methanol FC(C=1N=CC=2N(C1)C(=CN2)C2=NC=CC(=N2)N2C(CCC2)CO)(F)F